N1N=CC(=C1)C1=NC2=CC=C3C(=C2C2=C1CCCCC2)C=NN3 7-(1H-pyrazol-4-yl)-3,8,9,10,11,12-hexahydrocyclohepta[c]pyrazolo[4,3-f]quinoline